NC(C)C=1C=2C=C(C(=NC2C(N(C1)C)=O)C#N)C1=CC=C(C=C1)F 5-(1-aminoethyl)-3-(4-fluorophenyl)-7-methyl-8-oxo-7,8-dihydro-1,7-naphthyridine-2-carbonitrile